Tetraformyl-phenylporphyrin C(=O)C=1C2=C(C3=C(C(=C(N3C=O)C=C3C=CC(C=C4C=CC(=CC(C1)=N2)N4)=N3)C3=CC=CC=C3)C=O)C=O